triglycidyl benzene-1,2,3-tricarboxylate C1(=C(C(=CC=C1)C(=O)OCC1CO1)C(=O)OCC1CO1)C(=O)OCC1CO1